4-(prop-1-en-2-yl)thiophene-2-sulfonamide C=C(C)C=1C=C(SC1)S(=O)(=O)N